pentalene-4-carboxylic acid (2-hydroxy-1,1-dimethyl-ethyl)-amide OCC(C)(C)NC(=O)C=1C2=CC=CC2=CC1